1-(4,6,6-trimethyl-1,3-cyclohexadien-1-yl)-2-buten-1-one CC1=CC=C(C(C1)(C)C)C(C=CC)=O